O-4-nitrophenyl formate C(=O)OC1=CC=C(C=C1)[N+](=O)[O-]